ClC1=C(N=C(C=2C(N3[C@@H](COC21)CNCC3)=O)N3C(CN(C(C3)=O)C)C)C3=C(C=CC=C3O)F (6aR)-4-chloro-1-(2,4-dimethyl-5-oxopiperazin-1-yl)-3-(2-fluoro-6-hydroxyphenyl)-7,8,9,10-tetrahydro-6H-pyrazino[2,1-c]pyrido[3,4-f][1,4]oxazepin-12(6aH)-one